N[C@@H](C(=O)N1[C@H](C[C@@H](C1)O)C(=O)NCC1=CC=C(C=C1)C1=C(N=CS1)C)C(C)(C)C (2R,4S)-1-[(2R)-2-amino-3,3-dimethylbutanoyl]-4-hydroxy-N-{[4-(4-methyl-1,3-thiazol-5-yl)phenyl]-methyl}pyrrolidine-2-carboxamide